C(CCC)N(C(=O)OCC)CC1=C(C(=O)OCC(C)C)C=CC=C1 isobutyl 2-((butyl(ethoxycarbonyl)amino)methyl)benzoate